2-(2,6-dioxopiperidin-3-yl)-5-(4-((1-((1-(5-(5-methyl-5H-pyrido[4,3-b]indol-7-yl)pyridin-2-yl)piperidin-4-yl)methyl)piperidin-4-yl)methyl)piperazin-1-yl)isoindoline-1,3-dione O=C1NC(CCC1N1C(C2=CC=C(C=C2C1=O)N1CCN(CC1)CC1CCN(CC1)CC1CCN(CC1)C1=NC=C(C=C1)C=1C=CC=2C3=C(N(C2C1)C)C=CN=C3)=O)=O